ClC=1C(=CC(=C(NC=2C3=C(N=CN2)C=CC(=N3)N3CC2(CCN2C(C=C)=O)C3)C1)F)F 1-[6-[4-(5-chloro-2,4-difluoro-anilino)pyrido[3,2-d]pyrimidin-6-yl]-1,6-diazaspiro[3.3]heptan-1-yl]prop-2-en-1-one